C(C)(C)(C)OC(NC1=NC=C(C=C1)C1=C(C2=C(N(C(N(C2=O)C=2N=NC(=CC2)OC)=O)CC2=C(C=CC=C2F)F)S1)CNC)=O (5-{1-[(2,6-difluorophenyl)methyl]-3-(6-methoxypyridazin-3-yl)-5-[(methylamino)methyl]-2,4-dioxothieno[2,3-d]pyrimidin-6-yl}pyridin-2-yl)carbamic acid tert-butyl ester